allyloxypropanol C=CCOCCCO